4-(tert-Butoxycarbonyl)benzoic acid C(C)(C)(C)OC(=O)C1=CC=C(C(=O)O)C=C1